C(C)OC1=NC(=NC=C1)N(C)CC1=C(C=NN1C)C1=NC=C(C=N1)OC1CCCCC1 (1S,3S)-3-((2-(5-(((4-Ethoxypyrimidin-2-yl)(methyl)amino)methyl)-1-methyl-1H-pyrazol-4-yl)pyrimidin-5-yl)oxy)cyclohexan